N4-(2-{4-[(3,5-dimethylmorpholin-4-yl)methyl]piperidin-1-yl}-3-fluorophenyl)-N1,N1-dimethylbenzene-1,4-disulfonamide CC1N(C(COC1)C)CC1CCN(CC1)C1=C(C=CC=C1F)NS(=O)(=O)C1=CC=C(C=C1)S(=O)(=O)N(C)C